FC1=C(C(=CC=C1)F)C1=CC(=C(NN1[2H])C(=O)O)NC1=CC=C(C=C1)OCC 6-(2,6-difluorophenyl)-4-((4-ethoxyphenyl)amino)pyridazine-3-carboxylic acid-1-d